(S)-(7-methyl-2,3-diphenyl-2,4,5,7-tetrahydro-6H-pyrazolo[3,4-c]pyridin-6-yl)(quinolin-6-yl)methanone C[C@@H]1N(CCC=2C1=NN(C2C2=CC=CC=C2)C2=CC=CC=C2)C(=O)C=2C=C1C=CC=NC1=CC2